2-(6-cyclopropyl-4-(1-((4-methyl-4H-1,2,4-triazol-3-yl)methyl)cyclobutyl)pyridin-2-yl)-6-(((1-methylcyclobutyl)amino)methyl)-4-(trifluoromethyl)isoindolin-1-one C1(CC1)C1=CC(=CC(=N1)N1C(C2=CC(=CC(=C2C1)C(F)(F)F)CNC1(CCC1)C)=O)C1(CCC1)CC1=NN=CN1C